C(C)(=O)O.[Si](C)(C)(C(C)(C)C)OCC1(CC1)CS (1-(((Tert-butyldimethylsilyloxy)methyl)cyclopropyl)methyl) mercaptan acetate